C1(CC1)N1N=CC(=C1)C1=CC(=NC(=N1)C(C)(F)F)NC1=CC(=NC=C1OCC)NC(C)=O N-(4-((6-(1-cyclopropyl-1H-pyrazol-4-yl)-2-(1,1-difluoroethyl)pyrimidin-4-yl)amino)-5-ethoxypyridin-2-yl)acetamide